1-bromo-3,4-difluoro-2-iodo-5-propoxy-benzene BrC1=C(C(=C(C(=C1)OCCC)F)F)I